indenoindolone N1C(C=C2C=CC=3C(=C12)C=C1C=CC=CC13)=O